1-(2-hydroxy-4,6-dimethoxyphenyl)-3-phenylprop-2-en-1-one OC1=C(C(=CC(=C1)OC)OC)C(C=CC1=CC=CC=C1)=O